BrC1=CNC(C2=CC(=NC=C12)Cl)=O 4-Bromo-7-chloro-2,6-naphthyridin-1(2H)-one